(Z)-1-((7-bromo-1-(((Z)-non-2-en-1-yl)oxy)heptyl)oxy)non-2-en BrCCCCCCC(OC\C=C/CCCCCC)OC\C=C/CCCCCC